(3r,5s)-1-amino-3-hydroxy-5-phenylpyrrolidin-2-one NN1C([C@@H](C[C@H]1C1=CC=CC=C1)O)=O